CC(CC)(O)O Methyl-propandiol